C(C)(C)(C)OC(=O)N1C[C@@H](N(CC1)C1=C(N=NC(=C1)Cl)Cl)CN=[N+]=[N-] (R)-3-(azidomethyl)-4-(3,6-dichloropyridazin-4-yl)piperazine-1-carboxylic acid tert-butyl ester